8-acetyl-2-ethylsulfinyl-6-(trifluoromethyl)chromen-4-one C(C)(=O)C=1C=C(C=C2C(C=C(OC12)S(=O)CC)=O)C(F)(F)F